N-cyclopropyl-4-(2-(methylthio)quinoxalin-6-yl)aniline C1(CC1)NC1=CC=C(C=C1)C=1C=C2N=CC(=NC2=CC1)SC